ClC=1C=C(C(=O)N2CC=3C(=NN4C3C(N(C[C@H]4C)C(C)C=4OC(=NN4)C)=O)C[C@H]2C)C=CC1Cl (3R,7R)-2-(3,4-dichlorobenzoyl)-3,7-dimethyl-9-(1-(5-methyl-1,3,4-oxadiazol-2-yl)ethyl)-1,2,3,4,8,9-hexahydropyrido[4',3':3,4]pyrazolo[1,5-a]pyrazin-10(7H)-one